CC12C3C(C(C=C1)C2)C(=O)OC3=O methyl-5-norcamphene-2,3-dicarboxylic anhydride